3,4,5-tribenzyloxybenzohydrazide C(C1=CC=CC=C1)OC=1C=C(C(=O)NN)C=C(C1OCC1=CC=CC=C1)OCC1=CC=CC=C1